(S)-6-(((1-methyl-1H-indazol-4-yl)(1-(1-(trifluoromethyl)cyclopropyl)-1H-1,2,3-triazol-4-yl)methyl)amino)-4-(neopentylamino)quinoline-3,8-dicarbonitrile CN1N=CC2=C(C=CC=C12)[C@@H](C=1N=NN(C1)C1(CC1)C(F)(F)F)NC=1C=C2C(=C(C=NC2=C(C1)C#N)C#N)NCC(C)(C)C